(2r,3s)-2-(3-(4,5-dichloro-1H-benzo[d]imidazol-1-yl)propyl)piperidin-3-ol palmitate C(CCCCCCCCCCCCCCC)(=O)O[C@@H]1[C@H](NCCC1)CCCN1C=NC2=C1C=CC(=C2Cl)Cl